OC1CC2=CC[C@H]3[C@@H]4CC[C@H]([C@@H](CCCC(C(=O)SCCNC(CCNC([C@@H](C(COP(OP(OC[C@@H]5[C@H]([C@H]([C@@H](O5)N5C=NC=6C(N)=NC=NC56)O)OP(=O)(O)O)(=O)O)(=O)O)(C)C)O)=O)=O)C)C)[C@]4(CC[C@@H]3[C@]2(CC1)C)C 3-hydroxy-cholest-5-ene-26-oyl-CoA